ClC=1C=CC(=C(C1)C1=CC=C2C(=NC(=NC2=C1F)OC[C@H]1N(CCC1)C)N1C[C@@H](N(CC1)C(=O)OCC1=CC=CC=C1)CC#N)OC Benzyl (S)-4-(7-(5-chloro-2-methoxyphenyl)-8-fluoro-2-(((S)-1-methylpyrrolidin-2-yl)methoxy)quinazolin-4-yl)-2-(cyanomethyl)piperazine-1-carboxylate